3,5-di-tert-butyl-4-Hydroxylphenyl propionate C(CC)(=O)OC1=CC(=C(C(=C1)C(C)(C)C)O)C(C)(C)C